4-(2-(5-chloro-2-cyanopyridin-4-yl)-5,7-difluoro-4-oxo-1,4-dihydroquinolin-6-yl)-N,N-dimethylpiperazine-1-carboxamide ClC=1C(=CC(=NC1)C#N)C=1NC2=CC(=C(C(=C2C(C1)=O)F)N1CCN(CC1)C(=O)N(C)C)F